4-((2-amino-6-(1H-pyrazol-5-yl)thieno[3,2-d]pyrimidin-4-yl)amino)cyclohexanol NC=1N=C(C2=C(N1)C=C(S2)C2=CC=NN2)NC2CCC(CC2)O